ethyl 3-[3-[1-[1-[5-[4,6-difluoro-1-(p-tolylsulfonyl)indol-5-yl]oxy-2-fluoro-phenyl]-5-thioxo-4H-pyrazol-3-yl]ethyl]-2-fluoro-phenyl]propanoate FC1=C2C=CN(C2=CC(=C1OC=1C=CC(=C(C1)N1N=C(CC1=S)C(C)C=1C(=C(C=CC1)CCC(=O)OCC)F)F)F)S(=O)(=O)C1=CC=C(C=C1)C